BrC=1C=C2C(=NC=NC2=CC1)NC1=C(C(=C(C=C1)Cl)Cl)F 6-bromo-N-(3,4-dichloro-2-fluorophenyl)quinazolin-4-amine